1-[1-benzyl-4-(2,5-difluorophenyl)-1H-imidazol-2-yl]-2,2-dimethylpropane-1-amine C(C1=CC=CC=C1)N1C(=NC(=C1)C1=C(C=CC(=C1)F)F)C(C(C)(C)C)N